CO[Si](CCCC=O)(OC)OC 4-(trimethoxysilyl)butyraldehyde